CC1=C(C=CC=2N(C=NC21)C2=NC(C(C1=C(C=CC=C21)F)(F)F)(C)C)C 1-(4,5-dimethyl-benzimidazol-1-yl)-4,4,5-trifluoro-3,3-dimethyl-isoquinoline